(azido)cobalt (III) nitraminotetrazolate N([N+](=O)[O-])N1N=NN=C1C(=O)[O-].N(=[N+]=[N-])[Co+2].N([N+](=O)[O-])N1N=NN=C1C(=O)[O-]